C(C1=CC=CC=C1)OC1=NC(=CC=C1C1=NN(C2=CC(=CC=C12)[C@@H]1CN(CC1)C(=O)OC(C)(C)C)C)OCC1=CC=CC=C1 tert-butyl (3R)-3-[3-(2,6-dibenzyloxy-3-pyridyl)-1-methyl-indazol-6-yl]pyrrolidine-1-carboxylate